NC1(CCN(CC1)C=1N(C(C2=C(N1)NN=C2C#CC2=C(C=CC(=C2)F)F)=O)C)C 6-(4-amino-4-methylpiperidin-1-yl)-3-((2,5-difluorophenyl)ethynyl)-5-methyl-1,5-dihydro-4H-pyrazolo[3,4-d]Pyrimidin-4-one